ClC=1C=C2C(C(=CN(C2=CC1N1[C@H](CC(C1)(F)F)COC1=NC=CC=C1Cl)C1=NC=CN=C1)C(=O)O)=O (R)-6-chloro-7-(2-(((3-chloropyridin-2-yl)oxy)methyl)-4,4-difluoropyrrolidin-1-yl)-4-oxo-1-(pyrazin-2-yl)-1,4-dihydroquinoline-3-carboxylic acid